1-ISOPROPYL-1-TOSYLMETHYL ISOCYANIDE C(C)(C)C(S(=O)(=O)C1=CC=C(C)C=C1)[N+]#[C-]